[Li].C(C1=CC=CC=C1)C1=NN=C(O1)C(=O)O 5-benzyl-1,3,4-oxadiazole-2-carboxylic acid lithium